Bis(2-oxolanyl)methan O1C(CCC1)CC1OCCC1